C(C)(=O)OCCCCOC1=C(C=C(C=C1)C1=CC=C(C=C1)C(=O)OCC)Br ethyl 4'-(4-acetoxybutoxy)-3'-bromo-[1,1'-biphenyl]-4-carboxylate